CN(C(=O)C1CCC(CC1)C(=O)OC)[C@H](C(F)(F)F)C1=CC=C(C=C1)NC=1C=NN(C1C(F)(F)F)C1=NC=CC=C1 methyl (1r,4r)-4-{methyl[(1S)-2,2,2-trifluoro-1-(4-{[1-(pyridin-2-yl)-5-(trifluoromethyl)-1H-pyrazol-4-yl]amino}phenyl)ethyl]carbamoyl}cyclohexane-1-carboxylate